C(C)OP(OCC)(=O)COCC=1N=NNC1CN1C(NC(C(=C1)C)=O)=O.C(C)(C)(C)[Si](OCCS(=O)(=O)N)(C1=CC=CC=C1)C1=CC=CC=C1 2-[tert-butyl-(diphenyl)silyl]oxyethanesulfonamide diethyl-(((5-((5-methyl-2,4-dioxo-3,4-dihydropyrimidin-1(2H)-yl)methyl)-1H-1,2,3-triazol-4-yl)methoxy)methyl)phosphonate